C(C)(C)(C)OC(=O)N1CCC(=CC1)C=1OC2=C(C=C(C=C2C(C1)=O)C)C(C)NC1=C(C(=O)O)C=CC=C1 2-((1-(2-(1-(tert-butoxycarbonyl)-1,2,3,6-tetrahydropyridin-4-yl)-6-methyl-4-oxo-4H-chromen-8-yl)ethyl)amino)benzoic acid